N-[2-(stearamidoamino)ethyl]stearamide C(CCCCCCCCCCCCCCCCC)(=O)NNCCNC(CCCCCCCCCCCCCCCCC)=O